N1(CCCCC1)C(=O)C=1C=NN2C1C=CC=C2C=2C=CC(=NC2)NC(CC=2C=NC=CC2)=O N-(5-(3-(piperidine-1-carbonyl)pyrazolo[1,5-a]pyridin-7-yl)pyridin-2-yl)-2-(pyridin-3-yl)acetamide